N4-(5-cyclopropyl-1H-pyrazol-3-yl)-N2-[[3-(1-methylethyl)-5-isoxazolyl]methyl]-6-(4-methyl-1-piperazinyl)-2,4-pyrimidinediamine C1(CC1)C1=CC(=NN1)NC1=NC(=NC(=C1)N1CCN(CC1)C)NCC1=CC(=NO1)C(C)C